3α,7β,15α,24-tetrahydroxy-5β-cholane O[C@H]1C[C@H]2C[C@@H]([C@H]3[C@@H]4[C@H](C[C@H]([C@@H](CCCO)C)[C@]4(CC[C@@H]3[C@]2(CC1)C)C)O)O